(4-chloro-2-fluorophenyl)-2-(2,6-dibromophenoxy)ethanone ClC1=CC(=C(C=C1)C(COC1=C(C=CC=C1Br)Br)=O)F